NC1=C(SC=2N=C(N=CC21)C)C(=O)NC2CC=1C=C(C(=NC1CC2)N2CC(C(C2)OCCOC)N)F 5-amino-N-{2-[3-amino-4-(2-methoxyethoxy)pyrrolidin-1-yl]-3-fluoro-5,6,7,8-tetrahydroquinolin-6-yl}-2-methylthieno[2,3-d]pyrimidine-6-carboxamide